3-[2-[3-(trifluoromethyl)pyrrolidin-1-yl]Pyrimidin-5-yl]Azetidine-1-carboxylic acid tert-butyl ester C(C)(C)(C)OC(=O)N1CC(C1)C=1C=NC(=NC1)N1CC(CC1)C(F)(F)F